methyl 2-[[[[N-(4-methoxy-6-methyl-1,3,5-triazin-2-yl)-N-methylamino]carbonyl]amino]-sulfonyl]benzoate COC1=NC(=NC(=N1)C)N(C)C(=O)NS(=O)(=O)C1=C(C(=O)OC)C=CC=C1